[Si](C)(C)(C(C)(C)C)OC(C)(C)C=1C=C(NC2=NN(C=C2C(=O)N)[C@@H]2COCC[C@H]2C#N)C=CC1B1OCC(CO1)(C)C 3-[3-[1-[tert-butyl(dimethyl)silyl]oxy-1-methyl-ethyl]-4-(5,5-dimethyl-1,3,2-dioxaborinan-2-yl)anilino]-1-(trans-4-cyanotetrahydropyran-3-yl)pyrazole-4-carboxamide